2,9-dinitro-1,10-phenanthroline [N+](=O)([O-])C1=NC2=C3N=C(C=CC3=CC=C2C=C1)[N+](=O)[O-]